CC=1C(=C(C=C(C1)C)O)CC 3,5-dimethyl-2-ethylphenol